FCCN1CC(C1)C(=O)NC1=C(C=CC(=C1)COC1=CC(=CC=C1)F)OC 1-(2-fluoroethyl)-N-(5-((3-fluorophenoxy)methyl)-2-methoxyphenyl)azetidine-3-carboxamide